(3-ethoxy-3-oxo-N-((2-oxo-1-phenylpyrrolidin-3-yl)methyl)propionylamino)benzoic acid methyl ester COC(C1=C(C=CC=C1)NC(C(C(=O)OCC)CC1C(N(CC1)C1=CC=CC=C1)=O)=O)=O